3-((2-(dimethylamino)ethyl)sulfonyl)-5'-methyl-4-pentyl-2'-(prop-1-en-2-yl)-[1,1'-biphenyl]-2,6-diol CN(CCS(=O)(=O)C1=C(C(=C(C=C1CCCCC)O)C1=C(C=CC(=C1)C)C(=C)C)O)C